C(CCCCCCCCCCCCCCC)OC(OCN1C(C=CC2=CC=C(C=C12)OCCCCN1CCN(CC1)C1=CC=CC=2SC=CC21)=O)=O Carbonic acid 7-[4-(4-benzo[b]thiophen-4-ylpiperazin-1-yl)butoxy]-2-oxo-2H-quinolin-1-ylmethyl ester hexadecyl ester